C(=O)OC(C(=O)OCCCCCCCC)C octyl 2-(formyloxy)propanoate